ClC1=C(OC2=C(C=NC(=C2)C(F)(F)F)C(=O)NC2=CC(=CC=C2)S(=O)(=O)C)C=CC(=C1)OC(F)(F)F 4-[2-chloro-4-(trifluoromethoxy)phenoxy]-N-(3-methylsulfonylphenyl)-6-(trifluoromethyl)pyridine-3-carboxamide